F[C@@H]1C2=C([C@@H]3CCCC(N3C1)=O)NC1=CC=C(C(=C12)F)F (7r,12bs)-7,8,9-trifluoro-1h,2h,3h,4h,6h,7h,12bh-indolo[2,3-a]quinolizin-4-one